(S)-3-chloro-1'-((2-(trimethylsilyl)ethoxy)methyl)-5,7-dihydrospiro[cyclopenta[c]pyridine-6,3'-pyrrolo[2,3-B]pyridine]-2'(1'H)-one ClC1=CC2=C(C=N1)C[C@@]1(C(N(C3=NC=CC=C31)COCC[Si](C)(C)C)=O)C2